(2S,4R)-1-((S)-3,3-dimethyl-2-(4-(N-methyldec-9-ynamido)butanamido)butanoyl)-4-hydroxy-N-((S)-1-(4-(4-methylthiazol-5-yl)phenyl)ethyl)pyrrolidine-2-carboxamide CC([C@@H](C(=O)N1[C@@H](C[C@H](C1)O)C(=O)N[C@@H](C)C1=CC=C(C=C1)C1=C(N=CS1)C)NC(CCCN(C(CCCCCCCC#C)=O)C)=O)(C)C